FC1(CC2(C1)C[C@H](N(CC2)CC2=C1C=CNC1=C(C=C2OC)C)C2=CC=C(C(=O)NC1CC(C1)(F)F)C=C2)F (S)-4-(2,2-difluoro-7-((5-methoxy-7-methyl-1H-indol-4-yl)methyl)-7-azaspiro[3.5]nonan-6-yl)-N-(3,3-difluorocyclobutyl)benzamide